O=C(/C=C/C1=CC=C(C(=O)O)C=C1)C1=CC=C(C=C1)OC(F)(F)F 4-[(E)-3-Oxo-3-[4-(trifluoromethoxy)phenyl]prop-1-enyl]benzoic acid